diethyl-2-butene-1,4-diamine C(C)C(=C(CN)CC)CN